(2-(difluoromethoxy)-6-methylpyridin-3-yl)-1-(2-isopropylphenyl)urea FC(OC1=NC(=CC=C1N(C(=O)N)C1=C(C=CC=C1)C(C)C)C)F